N1N=NC=C1.[Cu+2] copper (ii) triazole